2,6-dimethyl-piperazine-1-carboxylic acid tert-butyl ester C(C)(C)(C)OC(=O)N1C(CNCC1C)C